2,3,4,5-tetramethylthiophene CC=1SC(=C(C1C)C)C